COC1=CC=C(C=C1)SC=1C=CC2=C(C(=CS2)C2CCN3CCCCC3CC2)C1 5-(4-methoxyphenyl)thio-3-(1-azabicyclo[5.4.0]undecan-4-yl)-benzothiophene